N-(3-(1,1-difluoropropyl)phenyl)-1-(1-(2-hydroxybenzoyl)-1H-indol-6-yl)-3-methyl-5-oxo-4,5-dihydro-1H-pyrazole-4-carboxamid FC(CC)(F)C=1C=C(C=CC1)NC(=O)C1C(=NN(C1=O)C1=CC=C2C=CN(C2=C1)C(C1=C(C=CC=C1)O)=O)C